(2R,4R)-6-chloro-4-hydroxy-N-(3-{3-[cis-3-(trifluoromethoxy)cyclobutyl]-1H-pyrazol-1-yl}bicyclo[1.1.1]pentan-1-yl)-3,4-dihydro-2H-1-benzopyran-2-carboxamide ClC=1C=CC2=C([C@@H](C[C@@H](O2)C(=O)NC23CC(C2)(C3)N3N=C(C=C3)[C@@H]3C[C@@H](C3)OC(F)(F)F)O)C1